5-FLUORO-7-METHOXYINDOLE-3-CARBOXALDEHYDE FC=1C=C2C(=CNC2=C(C1)OC)C=O